BrC=1C(=C(C=C(C1)F)[C@@H](C)N)F (R)-1-(3-bromo-2,5-difluorophenyl)ethan-1-amine